Cl.NCC1=CN=C(S1)C1=CC=C(OCCCCN(C)C)C=C1 4-(4-(5-(aminomethyl)thiazol-2-yl)phenoxy)-N,N-dimethylbutan-1-amine hydrochloride